N-vinyl-succinimide C(=C)N1C(CCC1=O)=O